C(C)(C)(C)C1=CC=C(C=C1)S=C1CC=C(C=C1)[SH2+] 4-(4-tert-butylphenylthioxo)phenylsulfonium